(7-(4-cyclopentylpiperazin-1-yl)-4,4-dimethyl-3,4-dihydroisoquinolin-2(1H)-yl)(3,5-dichlorophenyl)methanone C1(CCCC1)N1CCN(CC1)C1=CC=C2C(CN(CC2=C1)C(=O)C1=CC(=CC(=C1)Cl)Cl)(C)C